ClC=1C(=NC(=NC1)NC=1C(=NN(C1)C1CN(CC1)C)C)NCCCN1C(C(CC1)(C)C)=O 1-(3-((5-chloro-2-((3-methyl-1-(1-methylpyrrolidin-3-yl)-1H-pyrazol-4-yl)amino)pyrimidin-4-yl)amino)propyl)-3,3-dimethylpyrrolidin-2-one